N1C(=NC2=NC(=NC2=C1O)O)O 1H-purine-2,6,8-triol